BrC1=CC=C(C2=C1C=NO2)NC(=O)NC2=CC(=C(C=C2)OC2CCN(CC2)C)C(F)(F)F 1-(4-bromobenzo[d]isoxazol-7-yl)-3-(4-((1-methylpiperidin-4-yl)oxy)-3-(trifluoromethyl)phenyl)urea